ClC=1C=CC(=NC1)C(=O)N1CC2(C1)CC(C2)N(C=2C1=C(N=CN2)NC=C1)C (5-chloropyridin-2-yl)(6-(methyl(7H-pyrrolo[2,3-d]pyrimidin-4-yl)amino)-2-azaspiro[3.3]heptan-2-yl)methanone